N-(2-(4-((2S,5S)-4-cyclopropyl-2,5-dimethylpiperazine-1-yl)piperidine-1-yl)-5-((6-((R)-3-(2-fluoro-3-methylphenyl)-isoxazolidine-2-yl)pyrimidine-4-yl)amino)-4-methoxyphenyl)acrylamide C1(CC1)N1C[C@@H](N(C[C@@H]1C)C1CCN(CC1)C1=C(C=C(C(=C1)OC)NC1=NC=NC(=C1)N1OCC[C@@H]1C1=C(C(=CC=C1)C)F)NC(C=C)=O)C